C1CC12COC1(CCC(CC1)NC=1N=C(C3=C(N1)NC=C3C=3C=CC=1N(C3)C=CN1)OC)OC2 N-(5,12-dioxadispiro[2.2.56.23]tridecan-9-yl)-5-(imidazo[1,2-a]pyridin-6-yl)-4-methoxy-7H-pyrrolo[2,3-d]pyrimidin-2-amine